1,3-Diphenyl-1H-pyrazol-5(4H)-one C1(=CC=CC=C1)N1N=C(CC1=O)C1=CC=CC=C1